C(CCC)(=O)O[C@H]1C[C@H](OCC1)C (2R,4R)-2-methyltetrahydro-2H-pyran-4-yl butyrate